C(C1=C(C=CC=C1)SSC1=C(C(=O)O)C=CC=C1)(=O)O dithiodibenzoic acid